ClC=1C(=C(C#N)C=C(C1)C(C)(C)C1=CC=C(C=C1)OCC1=NC(=NC=C1)S(=O)(=O)C)OCCOCCCO 3-Chloro-2-(2-(3-hydroxypropoxy)ethoxy)-5-(2-(4-((2-(methylsulfonyl)pyrimidin-4-yl)methoxy)phenyl)propan-2-yl)benzonitrile